4-((4-fluoro-4-(7-methyl-[1,2,4]triazolo[1,5-a]pyridin-6-yl)piperidin-1-yl)sulfonyl)-1-methyl-1H-pyrazole-5-carbonitrile FC1(CCN(CC1)S(=O)(=O)C=1C=NN(C1C#N)C)C=1C(=CC=2N(C1)N=CN2)C